silyldisilazane [SiH3][SiH2]N[SiH3]